2-[3-(1-ethoxyvinyl)-5-ethynylpyridazin-4-yl]propan-1-ol C(C)OC(=C)C=1N=NC=C(C1C(CO)C)C#C